C(CC)(=O)SCCC[Si](OCC)(OCC)OCC 3-propionylthio-1-Propyltriethoxysilane